benzyl 4-allyl-4-methoxypiperidine-1-carboxylate C(C=C)C1(CCN(CC1)C(=O)OCC1=CC=CC=C1)OC